C12N(CC(C1)C2)C2=NC=CC(=C2)C(=O)NC2=C(C=C(C(=C2)C=2C=C(C=1N(C2)C=CN1)N1CCOCC1)C)F 2-{2-Azabicyclo[2.1.1]hexan-2-yl}-N-{2-fluoro-4-methyl-5-[8-(morpholin-4-yl)imidazo[1,2-a]pyridin-6-yl]phenyl}pyridine-4-carboxamide